N-(t-butoxycarbonyl)-L-cysteine methyl ester COC([C@@H](NC(=O)OC(C)(C)C)CS)=O